(S)-5-fluoro-2-(1-isothiocyanato(isothiocyanato)-2-methylpropyl)-3-methylbenzofuran FC=1C=CC2=C(C(=C(O2)C(C(C)C)(N=C=S)N=C=S)C)C1